N-(2,2-Difluorocyclopentyl)-6-(6-(4-methoxypyridin-3-yl)-4-methyl-1H-pyrazolo[4,3-c]pyridin-1-yl)-4-((2R,3S)-2-methyl-3-((methylsulfonyl)methyl)azetidin-1-yl)pyridin-2-amine FC1(C(CCC1)NC1=NC(=CC(=C1)N1[C@@H]([C@H](C1)CS(=O)(=O)C)C)N1N=CC=2C(=NC(=CC21)C=2C=NC=CC2OC)C)F